C(C1=CC=CC=C1)NC1C(CCCC1)N N2-(benzyl)-cyclohexane-1,2-diamine